3-chloro-4-(3-(4-fluoro-2-(trifluoromethyl)phenoxy)-5,6-dihydro-[1,2,4]triazolo[4,3-a]pyrazin-7(8H)-yl)-1H-pyrrole-2,5-dione ClC=1C(NC(C1N1CC=2N(CC1)C(=NN2)OC2=C(C=C(C=C2)F)C(F)(F)F)=O)=O